CC=1C(=C2C=CC=NC2=CC1)NC1CCN(CC1)CC(=O)N1[C@@H](CCC1)C#N (S)-1-(2-(4-((6-methylquinolin-5-yl)amino)piperidin-1-yl)acetyl)pyrrolidine-2-carbonitrile